5-(hydroxymethyl)-1-[5-(3-methyltriazol-4-yl)-3-pyridyl]-6-oxo-pyridazine-3-carboxylic acid OCC1=CC(=NN(C1=O)C=1C=NC=C(C1)C=1N(N=NC1)C)C(=O)O